trans-4-(3-(4-((dimethylamino)methyl)-2-methoxystyryl)-1H-indazol-6-yl)pyrimidin-2-amine CN(C)CC1=CC(=C(/C=C/C2=NNC3=CC(=CC=C23)C2=NC(=NC=C2)N)C=C1)OC